C(C)OC=1C=C(C=CC1)C1=C(C=C(C(=O)N2CCN(CC2)C2=CC=C(N=N2)C(=O)NS(=O)(=O)C2=CC(=C(C=C2)NCCSC2=CC=CC=C2)C(F)(F)F)C=C1)F 6-[4-[4-(3-Ethoxyphenyl)-3-fluorobenzoyl]piperazin-1-yl]-N-[4-(2-phenylsulfanylethylamino)-3-(trifluoromethyl)phenyl]sulfonylpyridazine-3-carboxamide